N-(3-chloro-4-(oxazol-5-yl)phenyl)-6-fluorochroman-3-carboxamide ClC=1C=C(C=CC1C1=CN=CO1)NC(=O)C1COC2=CC=C(C=C2C1)F